2-(6-azaspiro[2.5]oct-6-yl)-N-(6-(3,3-difluoro-1-pyrrolidinyl)-2-pyridinyl)-6-((2-hydroxy-1,1-dimethylethyl)amino)-3-pyridinecarboxamide C1CC12CCN(CC2)C2=NC(=CC=C2C(=O)NC2=NC(=CC=C2)N2CC(CC2)(F)F)NC(CO)(C)C